ClCC1=CC=C(CN2CCN(CC2)C2=C(C(=CC=C2)Cl)Cl)C=C1 1-(4-(chloromethyl)benzyl)-4-(2,3-dichlorophenyl)piperazine